C(#N)C1=CC=C(C=C1)C[C@H](C(=O)OC)NC(NC1=C2CCCC2=CC=2CCCC12)=O Methyl (2R)-3-(4-cyanophenyl)-2-{[(1,2,3,5,6,7-hexahydro-s-indacen-4-yl)carbamoyl]amino}propanoate